isopropyl 2-bromo-5-(1-(4-(tert-butoxycarbonyl) piperazin-1-yl) vinyl)-6-methylindolizine-7-carboxylate BrC=1C=C2C=C(C(=C(N2C1)C(=C)N1CCN(CC1)C(=O)OC(C)(C)C)C)C(=O)OC(C)C